5-bromo-2-methoxy-4-(trifluoromethyl)pyrimidine BrC=1C(=NC(=NC1)OC)C(F)(F)F